triethyl-silyl-acetamide C(C)NC(C([SiH3])(CC)CC)=O